3-(diethoxy-phosphoryloxy)1,2,3-benzotriazin C(C)OP(=O)(ON1NN=C2C(=C1)C=CC=C2)OCC